O=C1CCCC=2C(=CSC12)C(=O)[O-] 7-oxo-4,5,6,7-tetrahydro-1-thia-3-indenecarboxylate